C(C)(C)(C)OC(=O)N1[C@H](CC(C1)(O)CC1=NC(=CN=C1Br)OC)C (2S)-4-((3-bromo-6-methoxypyrazin-2-yl)methyl)-4-hydroxy-2-methylpyrrolidine-1-carboxylic acid tert-butyl ester